C(C)(C)(C)OC(=O)N1CCCC12CCCN(C2)C2=C1C(=NC=C2)N(C=C1C=1C=NC=NC1)COCC[Si](C)(C)C 9-[3-pyrimidin-5-yl-1-(2-trimethylsilylethoxymethyl)pyrrolo[2,3-b]pyridin-4-yl]-1,9-diazaspiro[4.5]decane-1-carboxylic acid tert-butyl ester